ClC1=CC=C(C=C1)C=1N(C(=CN1)SCC)C 2-(4-Chlorophenyl)-5-(ethylsulfanyl)-1-methyl-1H-imidazol